4-(4-cyano-2-methoxyphenyl)-5-ethoxy-2-methyl-1H,4H-benzo[h]1,6-naphthyridine-3-carbonitrile C(#N)C1=CC(=C(C=C1)C1C(=C(NC2=C3C(=NC(=C12)OCC)C=CC=C3)C)C#N)OC